C(C1=CC=CC=C1)OC=1C=NC=C(C(=O)O)C1 5-(benzyloxy)nicotinic acid